CC=1CC2=C(C3=CC=C(C=C3C(=C2CC1)O)Cl)OC(C=C)=O 2-methyl-6-chloro-9-acryloyloxy-10-hydroxy-1,4-dihydroanthracene